Cl.N[C@H]1[C@@H]2CC[C@@H](C2)C12CC(CCC2)C(=O)N2CCCCC2 ((1S,3S,4R)-3-aminospiro[bicyclo[2.2.1]heptane-2,1'-cyclohexan]-3'-yl)(piperidin-1-yl)methanone hydrochloride